N4-{[1-(methoxymethyl)cyclobutyl]methyl}-6-[4-methoxy-3-(trifluoromethyl)phenyl]-N4-methyl-3-nitropyridin-2,4-diamine COCC1(CCC1)CN(C1=C(C(=NC(=C1)C1=CC(=C(C=C1)OC)C(F)(F)F)N)[N+](=O)[O-])C